(R)-tert-butyl 3-hydroxybutylcarbamate O[C@@H](CCNC(OC(C)(C)C)=O)C